FC1=CC=C2C3=C(NC2=C1)C(=NC=C3)C(=O)NCC3=CC=NC=C3 7-Fluoro-N-(pyridin-4-ylmethyl)-9H-pyrido[3,4-b]indole-1-carboxamide